N-(3-aminopropyl)-4-((3-(4-methoxyphenyl)imidazo[1,2-a]pyrazin-8-yl)amino)-N-methylbenzamide hydrochloride Cl.NCCCN(C(C1=CC=C(C=C1)NC=1C=2N(C=CN1)C(=CN2)C2=CC=C(C=C2)OC)=O)C